1,3-dimethoxybenzene-2,4,5,6-d4 COC1=C(C(=C(C(=C1[2H])[2H])[2H])OC)[2H]